N1(CCOCC1)CCCS(=O)(=O)O 3-(morpholin-4-yl)propan-1-sulfonic acid